2-phenylthiazole-4-carboxylic acid (1-imidazo[1,2-a]pyrazin-8-yl-pyrrolidin-3-yl)-amide N=1C=CN2C1C(=NC=C2)N2CC(CC2)NC(=O)C=2N=C(SC2)C2=CC=CC=C2